ClC1=C(OC2=CC(=C(C=C2)CO)N2C[C@H](CC2)OC2=NC=C(C=C2)C(F)(F)F)C=CC=C1 (S)-(4-(2-chlorophenoxy)-2-(3-(5-(trifluoromethyl)pyridin-2-yloxy)pyrrolidin-1-yl)phenyl)methanol